COCC(NC(CCC(F)(F)F)=O)C1=CC(=NC=C1)NC([C@H](C1CCC(CC1)C)NC(=O)C1=NON=C1C)=O N-((1S)-2-((4-(2-methoxy-1-(4,4,4-trifluorobutanamido)ethyl)pyridin-2-yl)amino)-1-((1r,4S)-4-methylcyclohexyl)-2-oxoethyl)-4-methyl-1,2,5-oxadiazole-3-carboxamide